N-[bicyclo[1.1.1]pentan-1-yl]oxolan-3-amine C12(CC(C1)C2)NC2COCC2